COC(NC[C@H]1CN(C(O1)=O)C1=CC(=C(C=C1)N1CC2(COC2)C1)F)=O (S)-((3-(3-fluoro-4-(2-oxa-6-azaspiro[3.3]hept-6-yl)phenyl)-2-oxo-oxazolidin-5-yl)methyl)carbamic acid methyl ester